3-(3-bromoprop-1-yn-1-yl)phenol BrCC#CC=1C=C(C=CC1)O